3-((tert-butoxycarbonyl)amino)picolinic acid C(C)(C)(C)OC(=O)NC=1C(=NC=CC1)C(=O)O